2-(2,2-difluorocyclopropyl)ethan-1-ol titanium aluminum [Al].[Ti].FC1(C(C1)CCO)F